4-amino-2-(6-(3,3-dimethylbutoxy)pyridin-3-yl)-6-methylpyrimidine-5-carboxylic acid NC1=NC(=NC(=C1C(=O)O)C)C=1C=NC(=CC1)OCCC(C)(C)C